C(CC(=O)C)(=O)OCCC propyl acetoacetate